COC1=C(C=C2C=CN=C(C2=C1)NCC1NC(CC1)=O)C#N 7-methoxy-1-(((5-oxopyrrolidin-2-yl)methyl)amino)isoquinoline-6-carbonitrile